C1(=CC=CC=C1)C(C)NC1=NC=NC2=CC=C(C=C12)C=1C=C2C(=NC1)NC(C2)=O 5-(4-((1-phenylethyl)amino)quinazolin-6-yl)-1,3-dihydro-2H-pyrrolo[2,3-b]pyridin-2-one